(S)-2-((6-((3,4-difluorobenzyl)oxy)-3',6'-dihydro-[2,4'-bipyridin]-1'(2'H)-yl)methyl)-1-(oxetan-2-ylmethyl)-1H-benzo[d]imidazole-6-carboxylic acid FC=1C=C(COC2=CC=CC(=N2)C=2CCN(CC2)CC2=NC3=C(N2C[C@H]2OCC2)C=C(C=C3)C(=O)O)C=CC1F